N-(4-methyl-3-(((R)-1-(naphthalen-1-yl)ethyl)carbamoyl)phenyl)azetidine-2-carboxamide CC1=C(C=C(C=C1)NC(=O)C1NCC1)C(N[C@H](C)C1=CC=CC2=CC=CC=C12)=O